FC=1C=C(C=CC1F)[C@H]1[C@@H](CN(C1)C(CO)COC)NC(=O)NC1=C2C(=NN1C1=CC=CC=C1)CCC2 1-((3s,4r)-4-(3,4-difluorophenyl)-1-(1-hydroxy-3-methoxypropane-2-yl)pyrrolidin-3-yl)-3-(2-phenyl-2,4,5,6-tetrahydrocyclopenta[c]pyrazol-3-yl)urea